tricyclohexyl(2-hydroxyethyl)phosphonium bromide [Br-].C1(CCCCC1)[P+](CCO)(C1CCCCC1)C1CCCCC1